C(C)OC(=O)C=1N(C=CN1)CC(=O)N (2-amino-2-oxoethyl)-1H-imidazole-2-carboxylic acid ethyl ester